C(C)(C)[C@H]1CC[C@H](CC1)NC(C1=CC(=CC(=C1)NC(=O)[C@@H]1CC[C@@H](CC1)C(C)(C)C)NC(=O)[C@@H]1CC[C@@H](CC1)C(C)(C)C)=O N-(cis-4-isopropylcyclohexyl)-3,5-bis-[cis-4-tert-butylcyclohexylcarbonylamino]-benzamide